COC(C1CCN(CC1)C1=NOC(=C1)C(C(=O)OCC)C(C)C)OC Ethyl 2-(3-(4-(dimethoxymethyl)piperidin-1-yl)isoxazol-5-yl)-3-methylbutanoate